3-(5-(3-fluoro-3-(2-fluorophenyl)azetidine-1-carbonyl)-1-oxoisoindolin-2-yl)piperidine-2,6-dione FC1(CN(C1)C(=O)C=1C=C2CN(C(C2=CC1)=O)C1C(NC(CC1)=O)=O)C1=C(C=CC=C1)F